N-(4-((6-((1-(2-hydroxyethyl)-1H-pyrazol-4-yl)amino)-1H-pyrazolo[3,4-d]pyrimidin-1-yl)methyl)phenyl)but-2-enamide OCCN1N=CC(=C1)NC1=NC=C2C(=N1)N(N=C2)CC2=CC=C(C=C2)NC(C=CC)=O